diaminobutaneN NC(=CCC)N